C1(CC1)N1C=CC2=CC=CC=C12 cyclopropyl-1H-indole